C1CCC2=C(C=CC=C12)C1=C(C=C2C(=N1)C(=NN2)C=2C=NC(=CC2)C21CN(CC1C2)C2CCOCC2)OC 5-(2,3-Dihydro-1H-inden-4-yl)-6-methoxy-3-(6-(3-(tetrahydro-2H-pyran-4-yl)-3-azabicyclo[3.1.0]hexan-1-yl)pyridin-3-yl)-1H-pyrazolo[4,3-b]pyridine